(2S,4R)-1-(2-(3-acetyl-5-(quinazolin-6-yl)-1H-indazol-1-yl)acetyl)-N-(6-bromopyridin-2-yl)-4-fluoropyrrolidine-2-carboxamide C(C)(=O)C1=NN(C2=CC=C(C=C12)C=1C=C2C=NC=NC2=CC1)CC(=O)N1[C@@H](C[C@H](C1)F)C(=O)NC1=NC(=CC=C1)Br